CC1(CCC=2N1C=C(N2)NC(C2=CC(=C(C=C2)C)C#CC=2C=NC=CC2)=O)C N-(5,5-dimethyl-6,7-dihydropyrrolo[1,2-a]imidazol-2-yl)-4-methyl-3-[2-(3-pyridinyl)ethynyl]benzamide